The molecule is a long-chain fatty acid anion that is the conjugate base of 9,10-dihydroxystearic acid, obtained by deprotonation of the carboxy group; major species at pH 7.3. It is a long-chain fatty acid anion and a hydroxy fatty acid anion. It is a conjugate base of a 9,10-dihydroxyoctadecanoic acid. CCCCCCCCC(C(CCCCCCCC(=O)[O-])O)O